(3-methylbutoxy)acetic acid 2-propenoyl ester C(C=C)(=O)OC(COCCC(C)C)=O